ClC1=C(C=C2C(NC(NC2=C1SCC1(COC1)CO)=O)=O)C(F)(F)F 7-Chloro-8-({[3-(hydroxymethyl)oxetan-3-yl]methyl}sulfanyl)-6-(trifluoromethyl)-1,2,3,4-tetrahydroquinazoline-2,4-dione